C(C)(C)(C)OC(=O)N1[C@@H](CC2=CC=CC=C12)C=O (S)-2-formyl-indoline-1-carboxylic acid tertiary butyl ester